3-{[(7-bromo-3,4-dihydro-2H-1-benzopyran-4-yl)methyl]amino}pyridine-4-carboxylic acid methyl ester COC(=O)C1=C(C=NC=C1)NCC1CCOC2=C1C=CC(=C2)Br